1-(cyclopropylmethyl)-6,7-dimethyl-1H-indole-2-carbaldehyde C1(CC1)CN1C(=CC2=CC=C(C(=C12)C)C)C=O